CN(C)C1=CC=C(C=C)C=C1 4-(N,N'-dimethylamino)styrene